N1=CC=CN2C(N=CC=C21)=O Pyrimido[1,2-c]Pyrimidin-6-one